FC(C(=O)O)(F)F.CC([C@H](N)C(=O)N1[C@@H](C[C@H](C1)O)C(=O)N[C@@H](CO)C1=CC=C(C=C1)C1=C(N=CS1)C)(C)C 3-methyl-L-valyl-(4R)-4-hydroxy-N-{(1R)-2-hydroxy-1-[4-(4-methyl-1,3-thiazol-5-yl)phenyl]ethyl}-L-prolinamide trifluoroacetate